C(C)(C)(C)OC(=O)N(C1=CC(=NC=2N1N=CC2C2CC2)NC[C@@H]2[C@H](CN(CC2)C(=O)OC(C)(C)C)O)CC2=CC(=C(C=C2)C2=NC=CC=C2)F tert-butyl (3R,4R)-4-(((7-((tert-butoxycarbonyl)(3-fluoro-4-(pyridin-2-yl)benzyl)amino)-3-cyclopropylpyrazolo[1,5-a]pyrimidin-5-yl)amino)methyl)-3-hydroxypiperidine-1-carboxylate